COC(=O)[C@H]1N(CC2=CC=C(C(=C2C1)OCC=1C=NC(=CC1)OC)OC)C=1OC2=C(N1)C=CC(=C2)C#N (S)-2-(6-cyanobenzo[d]oxazol-2-yl)-6-methoxy-5-((6-methoxypyridin-3-yl)methoxy)-1,2,3,4-tetrahydroisoquinoline-3-carboxylic acid methyl ester